(R)-2-((5-(2-(6-((3,3-difluoropropyl)amino)-2-methylhex-3-yl)-2,6-diazaspiro[3.4]oct-6-yl)-1,2,4-triazin-6-yl)oxy)-N-ethyl-5-fluoro-N-isopropylbenzamide fumarate C(\C=C\C(=O)O)(=O)O.FC(CCNCCC[C@H](C(C)C)N1CC2(C1)CN(CC2)C=2N=CN=NC2OC2=C(C(=O)N(C(C)C)CC)C=C(C=C2)F)F